ClC=1C=C(C=2N(N1)C(=CN2)F)[C@@H]2[C@H](C2)C2=CC=NC=C2 6-chloro-3-fluoro-8-[(1S,2S)-2-(4-pyridyl)cyclopropyl]imidazo[1,2-b]pyridazine